BrC=1C(N2N(C(C1Br)=O)CC(C2)C(=O)NCCCC(=O)O)=O 4-[(6,7-dibromo-5,8-dioxo-2,3-dihydro-1H-pyrazolo[1,2-a]pyridazine-2-carbonyl)amino]butanoic acid